NC1=NC(=NC=C1)C1=C(N(N=C1)C)O 4-(4-aminopyrimidin-2-yl)-2-methyl-pyrazol-3-ol